OC=1C=C(C2=C(OC(OC2=O)(C)C)C1C1=C(C=CC(=C1)C)C(=C)C)CCCCC 7-hydroxy-2,2-dimethyl-8-(5-methyl-2-(prop-1-en-2-yl)phenyl)-5-pentyl-4H-benzo[d][1,3]dioxin-4-one